(1,4-dimethyl-1H-1,2,3-triazol-5-yl)-1-methyl-4-(phenyl-(tetrahydro-2H-pyran-4-yl)methyl)-2-(prop-1-en-2-yl)-1,4-dihydropyrrolo[2',3':4,5]pyrrolo[3,2-b]pyridine CN1N=NC(=C1C1=C(N(C2=C1N(C=1C2=NC=CC1)C(C1CCOCC1)C1=CC=CC=C1)C)C(=C)C)C